ClC=1C=C2C(N(CN(C2=CC1)C1=C(C=C(C=C1)F)C(C)C)C=1C(=NC(=CC1C)OC)C)=O 6-chloro-1-(4-fluoro-2-isopropylphenyl)-3-(6-methoxy-2,4-dimethylpyridin-3-yl)-2,3-dihydroquinazolin-4(1H)-one